2-[4-(hydroxyamino)-3-(4-methanesulfonylphenyl)-4-methyl-5-oxo-4,5-dihydro-1H-pyrazol-1-yl]Acetic acid ONC1(C(=NN(C1=O)CC(=O)O)C1=CC=C(C=C1)S(=O)(=O)C)C